neopentanediol CC(C)(CO)CO